bis(β-hydroxyethyl)adipamide OCCC(C(=O)N)(CCCC(=O)N)CCO